FC(CN1N=NC2=C1C=C(C=C2)C=2C=CN1N=C(N=C(C12)OC)NC1CCN(CC1)CC(C#N)(C)C)F 3-(4-((5-(1-(2,2-difluoroethyl)-1H-benzo[d][1,2,3]triazol-6-yl)-4-methoxypyrrolo[2,1-f][1,2,4]triazin-2-yl)amino)piperidin-1-yl)-2,2-dimethylpropanenitrile